N,N-dimethyl-4-(4,4,5,5-tetramethyl-1,3,2-dioxaborolan-2-yl)-1H-pyrazole-1-propylamine CN(CCCN1N=CC(=C1)B1OC(C(O1)(C)C)(C)C)C